OC1=C(C(=C(C=2OC3=CC=C(C=C3C(C12)=O)O)CC=C(C)C)O)CC=C(C)C 1,3,7-trihydroxy-2,4-diprenylxanthone